(R)-2-((1-(2-cyano-3-(1,1-difluoro-5-azaspiro[2.3]hexan-5-yl)-7-methylquinoxalin-5-yl)ethyl)amino)benzoic acid C(#N)C1=NC2=CC(=CC(=C2N=C1N1CC2(CC2(F)F)C1)[C@@H](C)NC1=C(C(=O)O)C=CC=C1)C